NC1=NC=NC=2N(C3=CC=C(C=C3C21)F)CC(=O)N2[C@@H]1C[C@@H]1C[C@H]2C(=O)NC2=NC(=CC=C2)Br (1R,3S,5R)-2-(2-(4-amino-6-fluoro-9H-pyrimido[4,5-b]indol-9-yl)acetyl)-N-(6-bromopyridin-2-yl)-2-azabicyclo[3.1.0]hexane-3-carboxamide